CN([C@@H]1C[C@@H](NCC1)C)CC1=CC(=CC=C1)C(F)(F)F (2s,4s)-N,2-dimethyl-N-(3-(trifluoromethyl)benzyl)piperidin-4-amine